C[C@@](C(=O)O)(CC1=CC=CC=C1)N1N=C(C(=CC1=O)C1=C(C=CC(=C1)Cl)C(C)=O)OC methyl-(S)-2-(4-(2-acetyl-5-chlorophenyl)-3-methoxy-6-oxopyridazine-1(6H)-yl)-3-phenylpropanic acid